(S)-N-(2-(3-hydroxypyrrolidin-1-yl)-5-(trifluoromethyl)-phenyl)-5-(pyridin-4-yl)furan-2-carboxamide O[C@@H]1CN(CC1)C1=C(C=C(C=C1)C(F)(F)F)NC(=O)C=1OC(=CC1)C1=CC=NC=C1